3-bromo-5-(3-chloro-5-fluorophenoxy)-1-(3,3,3-trifluoropropyl)-1,2,4-triazole BrC1=NN(C(=N1)OC1=CC(=CC(=C1)F)Cl)CCC(F)(F)F